8-(2-(4-isopropyl-5-(8-methoxy-[1,2,4]triazolo[1,5-a]pyridin-6-yl)-1-((2-(trimethylsilyl)ethoxy)methyl)-1H-pyrazol-3-yl)thiazol-5-yl)-1,4-dioxa-8-azaspiro[4.5]decane C(C)(C)C=1C(=NN(C1C=1C=C(C=2N(C1)N=CN2)OC)COCC[Si](C)(C)C)C=2SC(=CN2)N2CCC1(OCCO1)CC2